[N+](=O)([O-])C=1C=C(C=CC1)C(C)=O m-Nitroacetophenone